NC1=CC=C(C=N1)CCNC([C@H](C)NC([C@@H](CCC1=CC=CC=C1)NC(OC(C)(C)C)=O)=O)=O tert-butyl ((R)-1-(((S)-1-((2-(6-aminopyridin-3-yl)ethyl)amino)-1-oxopropan-2-yl)amino)-1-oxo-4-phenylbutan-2-yl)carbamate